C(C)(C)C1=CC=C(C=C1)C=1NC=CN1 2-(4-isopropylphenyl)imidazole